BrC=1C=C(C=C2CCCC(C12)C\C=C/C(=O)[O-])OC(C(C)(C)C)=O (Z)-4-(8-bromo-6-(pivaloyloxy)-1,2,3,4-tetrahydronaphthalen-1-yl)but-2-enoate